C(#N)C1=CC2=C(C(=C(O2)C)C(=O)O)C=C1OCC=1C(=NC=CC1)C(F)(F)F 6-cyano-2-methyl-5-((2-(trifluoromethyl)pyridin-3-yl)methoxy)benzofuran-3-carboxylic acid